Hexahydro-1H-cyclopenta[1,2-a]phenanthrene-6,7-diol C1CCC2C1=CC=C1C=3C=CC(=C(C3CCC21)O)O